O1C(=CC(C2=CC=CC=C12)=O)C(=O)OC methyl chromone-2-carboxylate